N-(7-bromo-6-fluoro-1-(1-methylcyclobutyl)-1H-benzo[d]imidazol-2-yl)-3,3-dimethylbutanamide BrC1=C(C=CC2=C1N(C(=N2)NC(CC(C)(C)C)=O)C2(CCC2)C)F